N-tert-butyl-3-(2-(4-morpholinophenylamino)thieno[3,2-d]pyrimidin-7-yl)benzamide C(C)(C)(C)NC(C1=CC(=CC=C1)C1=CSC2=C1N=C(N=C2)NC2=CC=C(C=C2)N2CCOCC2)=O